ClC1=CC(=C(C=C1)NC=1C(=C(C=NC1)C(=O)O)C(F)(F)F)F 5-[(4-chloro-2-fluorophenyl)amino]-4-(trifluoromethyl)pyridine-3-carboxylic acid